C(C)(C)(C)OC(=O)NC=1SC=CN1 2-((tert-butoxycarbonyl)amino)thiazole